ClC=1C(=NC(=NC1)NC=1C=NNC1)C1=CC=C2CN(C(C2=C1)=O)[C@@H](C(=O)N[C@H](CO)C1=CC(=CC(=C1)OC)F)C (2R)-2-(6-{5-Chloro-2-[(1H-pyrazol-4-yl)amino]pyrimidin-4-yl}-1-oxo-2,3-dihydro-1H-isoindol-2-yl)-N-[(1S)-1-(3-fluoro-5-methoxyphenyl)-2-hydroxyethyl]propanamid